(15Z)-lycopene CC(C)=CCC\C(\C)=C\C=C\C(\C)=C\C=C\C(\C)=C\C=C/C=C(\C)/C=C/C=C(\C)/C=C/C=C(\C)/CCC=C(C)C